L-alanyl-(2S)-2-hydroxy-3-methylbutanoyl-L-Alanine N[C@@H](C)C(=O)N([C@@H](C)C(=O)O)C(C(C(C)C)O)=O